(R)-3-(1-(difluoromethyl)cyclopropyl)-3-hydroxy-N-((S)-1-(3-(trifluoromethoxy)phenyl)ethyl)propanamide FC(C1(CC1)[C@@H](CC(=O)N[C@@H](C)C1=CC(=CC=C1)OC(F)(F)F)O)F